silver 3-methylbutanoate CC(CC(=O)[O-])C.[Ag+]